4-(7-chloro-3-(2,6-dichloro-3,5-dimethoxyphenyl)-2,6-naphthyridin-1-yl)morpholine ClC1=NC=C2C=C(N=C(C2=C1)N1CCOCC1)C1=C(C(=CC(=C1Cl)OC)OC)Cl